FC1=CC=C(C=C1)C1=NN2C(NC[C@H](C2)O)=C1C=1C=CC(N(N1)C1=C(C=CC=C1)C)=O 6-[(6R)-2-(4-Fluorophenyl)-6-hydroxy-4,5,6,7-tetrahydropyrazolo[1,5-a]pyrimidin-3-yl]-2-(2-methylphenyl)pyridazin-3(2H)-one